3-(2-(5-(4-hydroxybenzylidene)-3-(4-tert-butylphenyl)-4-oxothiazolidine-2-ylidene)hydrazono)-5-fluoroindol-2-one OC1=CC=C(C=C2C(N(C(S2)=NN=C2C(NC3=CC=C(C=C23)F)=O)C2=CC=C(C=C2)C(C)(C)C)=O)C=C1